NC1=C2C(=NC=N1)N(N=C2C2=CC=C(C=C2)OC2=CC=CC=C2)[C@H]2CN(CCC2)C2CCN(CC2)CC2CCN(CC2)C2=CC=C(C=C2)N2C(NC(CC2)=O)=O (R)-1-(4-(4-((3-(4-amino-3-(4-phenoxyphenyl)-1H-pyrazolo[3,4-d]pyrimidin-1-yl)-[1,4'-bipiperidin]-1'-yl)methyl)piperidin-1-yl)phenyl)dihydropyrimidine-2,4(1H,3H)-dione